C(C1=CC(C(=O)O)=CC=C1)(=O)O.C(CCCCCCCCC)(N)N decanediamine isophthalic acid salt